C1(=CC=CC=C1)C1=NC(=CC(=N1)C=1C=C(C=CC1)C1=C(C(=NC(=C1)N1C2=CC=CC(=C2C=2C(=CC=CC12)C1=CC=CC=C1)C1=CC=CC=C1)N1C2=CC=CC(=C2C=2C(=CC=CC12)C1=CC=CC=C1)C1=CC=CC=C1)N1C2=CC=CC(=C2C=2C(=CC=CC12)C1=CC=CC=C1)C1=CC=CC=C1)C1=CC=CC=C1 9,9',9''-(4-(3-(2,6-diphenylpyrimidin-4-yl)phenyl)pyridine-2,3,6-triyl)tris(4,5-diphenyl-9H-carbazole)